(2,2-dimethyl-piperidin-1-yl)methanone CC1(N(CCCC1)C=O)C